O=C1NC(CCC1N1C(N(C2=C1C=CC=C2C=O)C)=O)=O 1-(2,6-Dioxo-3-piperidinyl)-3-methyl-2-oxo-benzimidazole-4-carbaldehyde